(s)-(3-(1-([1,1'-biphenyl]-4-yl)-3-acetamidopropan-2-yl)-1,2,3-oxadiazol-3-ium-5-yl)((3-(trifluoromethyl)phenyl)carbamoyl)amide C1(=CC=C(C=C1)C[C@@H](CNC(C)=O)[N+]1=NOC(=C1)[N-]C(NC1=CC(=CC=C1)C(F)(F)F)=O)C1=CC=CC=C1